C(#N)C1=CN(C2=NC(=CC(=C21)C2=C(C(=CC=C2C)O)C)C(=O)N)CC (P)-3-Cyano-1-ethyl-4-(3-hydroxy-2,6-dimethylphenyl)-1H-pyrrolo[2,3-b]pyridine-6-carboxamide